C(C)OC(C(CC1=NC=CC=N1)O)=O 2-hydroxy-3-(pyrimidin-2-yl)propionic acid ethyl ester